CC1(C(CCCC1)(C(C(=O)O)=C)C)C.N[C@@H](CC=1N=CN2C1C=C(C=C2)C=2C(=NC=CC2)C2=CC(=C(C=C2)F)C)CC2=CNC1=CC=CC=C21 (R)-2-Amino-3-(1H-indol-3-yl)propyl-7-(2-(4-fluoro-3-methylphenyl)pyridin-3-yl)imidazo[1,5-a]pyridine trimethylcyclohexyl-acrylate